N-[2,2,2-trifluoro-1-[4-[2-[(2S)-2-methylazetidin-1-yl]-6,7-dihydro-5H-cyclopenta[d]pyrimidin-4-yl]phenyl]ethyl]acetamide FC(C(C1=CC=C(C=C1)C=1C2=C(N=C(N1)N1[C@H](CC1)C)CCC2)NC(C)=O)(F)F